COC(=O)C1C(C[C@]2(C=C(C3=CC=CC=C23)C(F)(F)F)CC1)=O (1S)-3-oxo-3'-(trifluoromethyl)spiro[cyclohexane-1,1'-indene]-4-carboxylic acid methyl ester